N-(m-tolylaminocarbonyl)phenylalanine C1(=CC(=CC=C1)NC(=O)N[C@@H](CC1=CC=CC=C1)C(=O)O)C